FC1=C(C=C(C=N1)CN1N=CC(=C1)CN)OC (1-((6-Fluoro-5-methoxypyridin-3-yl)methyl)-1H-pyrazol-4-yl)methanamine